OC=1C=CC(=NC1C)C1=C(C(=NO1)C)NC(OCC1=CC=CC=C1)=O benzyl (5-(5-hydroxy-6-methylpyridin-2-yl)-3-methylisoxazol-4-yl)carbamate